C(C)OC(C(C)(C)Br)=O α-bromo-isobutanoic acid ethyl ester